6-[2-methyl-7-(trifluoromethyl)-2H-indazol-5-yl]-2-(piperidin-4-yl)[1,3]thiazolo[4,5-c]pyridine CN1N=C2C(=CC(=CC2=C1)C1=CC2=C(C=N1)N=C(S2)C2CCNCC2)C(F)(F)F